O1CCN(CC1)C=1OC2=CC=C(C=C2C(C1)=O)CC(=O)N 2-morpholino-4-oxo-4H-chromen-6-yl-acetamide